2-(4-chlorophenoxy)-N-(3-{[5-(4-chlorophenyl)-1,2,4-oxadiazol-3-yl]amino}bicyclo[1.1.1]pent-1-yl)acetamide trifluoroacetate salt FC(C(=O)O)(F)F.ClC1=CC=C(OCC(=O)NC23CC(C2)(C3)NC3=NOC(=N3)C3=CC=C(C=C3)Cl)C=C1